CN(C)[C@H]1[C@H](O)[C@@H](O)[C@H](O)[C@H](O1)CO N,N-dimethyl-β-D-glucopyranosylamine